acridine-2-carboxamide C1=C(C=CC2=NC3=CC=CC=C3C=C12)C(=O)N